FC(OCCCCCCCCCCC=1C(C(=C(C(C1C)=O)OC)OC)=O)F 2-(10-(difluoromethoxy)decyl)-5,6-dimethoxy-3-methylcyclohexa-2,5-diene-1,4-dione